5-(6-(5-methyl-1,3,4-oxadiazol-2-yl)-5-(piperidin-4-ylmethylamino)pyridazin-3-ylamino)pyrazine-2-carbonitrile CC1=NN=C(O1)C1=C(C=C(N=N1)NC=1N=CC(=NC1)C#N)NCC1CCNCC1